C(CC)NC(O[C@@H]1C[C@@H](CC1)C1=CC(=NN1)NC(CC1=C(C(=NC=C1)OC)O)=O)=O (1S,3R)-3-(3-{[(3-hydroxy-2-methoxypyridin-4-yl)acetyl]amino}-1H-pyrazol-5-yl)cyclopentyl propylcarbamate